COC1=CC=C(C=C1)[C@H](C)NC1=CC=C(C=C1)NS(=O)(=O)C1CCCCC1 (S)-N-(4-((1-(4-Methoxyphenyl)ethyl)amino)phenyl)cyclohexansulfonamid